Ethyl 9-(chlorosulfonyl)nonanoate ClS(=O)(=O)CCCCCCCCC(=O)OCC